C1(CC1)C1=NNC=C1C=1N=CC(=C2C=CC=NC12)F 8-(3-cyclopropyl-1H-pyrazol-4-yl)-5-fluoro-1,7-naphthyridine